[1-[rac-(2R)-2-[[4-(2-chloro-4-fluoro-phenyl)-7-quinolyl]oxy]propanoyl]-3-piperidyl]methanesulfonamide ClC1=C(C=CC(=C1)F)C1=CC=NC2=CC(=CC=C12)O[C@@H](C(=O)N1CC(CCC1)CS(=O)(=O)N)C |r|